(2S,3S)-2,3-bis((4-methylbenzoyl)oxy)succinate CC1=CC=C(C(=O)O[C@H](C(=O)[O-])[C@@H](C(=O)[O-])OC(C2=CC=C(C=C2)C)=O)C=C1